C1(NN=CC=2CCCCC12)=O 5,6,7,8-tetrahydrophthalazin-1-one